CN(C)C1=NC2=C(C(=O)N1)N=CN2[C@H]3[C@@H]([C@@H]([C@H](O3)CO)O)O N,N-dimethylguanosine